CCCCC(CCC)C=1C=C(SC1)C=1C=CC=C2C1C(=O)OC2=O 4-(5-octyl)thiophenephthalic anhydride